N1N=NN=C1C1=C(C=CC=C1)C1=NC(=CC(=C1)NC(=O)NC1=CC=C(C=C1)C)N(CC(C)C)CC1=CC=CC=C1 1-(2-(2-(1H-tetrazol-5-yl)phenyl)-6-(benzyl(isobutyl)amino)pyridin-4-yl)-3-(p-tolyl)urea